2-Methylpropan-2-yl 2-methyl-4-oxohexahydropyridine-1-carboxylate CC1N(CCC(C1)=O)C(=O)OC(C)(C)C